O1C2=C(OCC1)C=C(C=C2)C2=CC=C(O2)C=2NC=1C(=C3C=CC=NC3=C3N=CC=CC13)N2 2-(5-(2,3-dihydrobenzo[B][1,4]dioxin-6-yl)furan-2-yl)-1H-imidazo[4,5-f][1,10]phenanthroline